C(OCCF)([O-])=O mono-fluoroethyl carbonate